N-[3-([[3-ethyl-1-(oxan-2-yl)pyrazolo[3,4-b]pyridin-5-yl]oxy]methyl)-2,4-difluorophenyl]-5-fluoro-2-methoxypyridine-3-sulfonamide C(C)C1=NN(C2=NC=C(C=C21)OCC=2C(=C(C=CC2F)NS(=O)(=O)C=2C(=NC=C(C2)F)OC)F)C2OCCCC2